FC1=C(CN2C(=NC3=C2C=C(C=C3)F)CN3C(C(=CC=C3)NC([C@@H](CC\C=C\C(=O)N(C)C)CN(C([O-])=O)C)=O)=O)C=CC(=C1)F (S,E)-1-((1-((1-(2,4-difluorobenzyl)-6-fluoro-1H-benzo[d]imidazol-2-yl)methyl)-2-oxo-1,2-dihydropyridin-3-yl)amino)-7-(dimethylamino)-1,7-dioxohept-5-en-2-yl-dimethylcarbamat